FC(C1(CC1)CNC1=CC=C(C=C1)C1CNC1)(F)F 3-[4-[[1-(Trifluoromethyl)cyclopropyl]methylamino]phenyl]azetidine